benzyl 2-(3-ethyl-6,7-dihydro-4H-pyrazolo[1,5-a]pyrazin-5-yl)acetate C(C)C=1C=NN2C1CN(CC2)CC(=O)OCC2=CC=CC=C2